tert-butyl (R)-4-((1-(tert-butoxycarbonyl) piperidin-3-yl) amino)-3-(3-methoxypropionyl)-1H-pyrrolo[2,3-b]pyridine-1-carboxylate C(C)(C)(C)OC(=O)N1C[C@@H](CCC1)NC1=C2C(=NC=C1)N(C=C2C(CCOC)=O)C(=O)OC(C)(C)C